C(#C)C1=CC=2N(C=C1)C=NN2 7-ethynyl-[1,2,4]triazolo[4,3-a]pyridine